S(=O)(=O)(C1=CC=C(C)C=C1)OCCOCCOCCOCCC(=O)OC(C)(C)C tert-butyl 3-(2-(2-(2-(tosyloxy)ethoxy)ethoxy)ethoxy)propionate